4-bromo-2-(difluoromethyl)-1H-indole BrC1=C2C=C(NC2=CC=C1)C(F)F